1-(3a,8-bis(naphthalen-1-ylmethyl)-3,3a,8,8a-tetrahydropyrrolo[2,3-b]indol-1(2H)-yl)-2,2-dimethylpropan-1-one C1(=CC=CC2=CC=CC=C12)CC12C(N(C3=CC=CC=C13)CC1=CC=CC3=CC=CC=C13)N(CC2)C(C(C)(C)C)=O